[[2-[(2S,5R)-2-(3-chlorophenyl)-5-methyl-1-piperidyl]-2-oxo-acetyl]amino]pyridine-3-carboxamide ClC=1C=C(C=CC1)[C@H]1N(C[C@@H](CC1)C)C(C(=O)NC1=NC=CC=C1C(=O)N)=O